4-methylphenyl (pentyl) thioether C(CCCC)SC1=CC=C(C=C1)C